1-(tert-butyl) 4-ethyl 3-(2-(dispiro[2.0.24.13]heptan-7-yl)ethoxy)-1H-pyrazole-1,4-dicarboxylate C1CC12C1(CC1)C2CCOC2=NN(C=C2C(=O)OCC)C(=O)OC(C)(C)C